[Br-].C1(=CC=CC2=CC=CC(=C12)CN1C=[N+](C2=C1C=C(C(=C2)OCCOCCOCCOC)OCCOCCOCCOC)CC2=CC=CC=C2)CN2C=[N+](C1=C2C=C(C(=C1)OCCOCCOCCOC)OCCOCCOCCOC)CC1=CC=CC=C1.[Br-] 1,1'-(naphthalene-1,8-diylbis(methylene))bis(3-benzyl-5,6-bis(2-(2-(2-methoxyethoxy)ethoxy)ethoxy)-1H-benzo[d]imidazol-3-ium) bromide